C1=CCC(C=C1)=O 4-benzeneOne